FC=1C=C2C(=NC(=NC2=CC1)C(CC=C)O)OC 1-(6-fluoro-4-methoxyquinazolin-2-yl)but-3-en-1-ol